3-cyano-6-morpholinopyrazolo[1,5-a]pyridin-4-yl triflate O(S(=O)(=O)C(F)(F)F)C=1C=2N(C=C(C1)N1CCOCC1)N=CC2C#N